N[C@H](C(=O)O)CCCCCCCC1=NC=2NCCCC2C=C1 (S)-2-amino-9-(5,6,7,8-tetrahydro-1,8-naphthyridin-2-yl)nonanoic acid